tert-butyl 4-((7-bromo-2-butyl-1H-imidazo[4,5-d]thieno[3,2-b]pyridin-1-yl) methyl)piperidine-1-carboxylate BrC1=CC2=NC=C3C(=C2S1)N(C(=N3)CCCC)CC3CCN(CC3)C(=O)OC(C)(C)C